(S)-1-(6-ethyl-8-fluoro-4-methyl-3-(3-methylisoxazol-5-yl)quinolin-2-yl)-N-((R)-tetrahydrofuran-3-yl)pyrrolidin-3-amine C(C)C=1C=C2C(=C(C(=NC2=C(C1)F)N1C[C@H](CC1)N[C@H]1COCC1)C1=CC(=NO1)C)C